C(C)N1CCC(CC1)O ethyl-piperidin-4-ol